C(C)OC(C(C=CC1=CC=C(C=C1)F)(F)F)=O 4-(4'-fluorophenyl)-2,2-difluoro-3-butenoic acid ethyl ester